3-ethoxy-4-(((2z,5z)-oct-2,5-dien-1-yl)oxy)benzaldehyde C(C)OC=1C=C(C=O)C=CC1OC\C=C/C\C=C/CC